(E)-2,2-difluoro-4-(3-tolyl)but-3-enoic acid ethyl ester C(C)OC(C(\C=C\C=1C=C(C=CC1)C)(F)F)=O